tert-Butyl (2S,3S)-2-[(3-hydroxyphenyl)methyl]-3-[(methanesulfonyl)amino]pyrrolidine-1-carboxylate OC=1C=C(C=CC1)C[C@@H]1N(CC[C@@H]1NS(=O)(=O)C)C(=O)OC(C)(C)C